C(#N)C1=C(C=C(C=C1)N1[C@H](O[C@@H](C1)C(=O)N1CCC(CC1)NC(OC(C)(C)C)=O)C(F)(F)F)C(F)(F)F t-butyl (1-((2R,5S)-3-(4-cyano-3-(trifluoromethyl)phenyl)-2-(trifluoromethyl)oxazolidine-5-carbonyl)piperidin-4-yl)carbamate